phenyl-N-(trifluoromethanesulfonyl)methanesulfonamide C1(=CC=CC=C1)CS(=O)(=O)NS(=O)(=O)C(F)(F)F